azetidine-1,2-dicarboxylic acid 1-tert-butyl ester C(C)(C)(C)OC(=O)N1C(CC1)C(=O)O